C(C)(C)C1=CC=C(C=C1)C=1C=C2CC(C(C2=CC1OC)NC(O[C@@H]1CN2CCC1CC2)=O)(C)C (S)-quinuclidin-3-yl (5-(4-isopropylphenyl)-6-methoxy-2,2-dimethyl-2,3-dihydro-1H-inden-1-yl)carbamat